1-((1-(dimethylamino)propan-2-yl)amino)-3-methyl-5,6,7,8-tetrahydropyrido[3,4-d]pyridazin-4(3H)-one CN(CC(C)NC=1C2=C(C(N(N1)C)=O)CNCC2)C